The molecule is a phosphatidylethanolamine 32:0 zwitterion obtained by transfer of a proton from the phosphate to the amino group of 1,2-dihexadecanoyl-sn-glycero-3-phosphoethanolamine. It is a tautomer of a 1,2-dihexadecanoyl-sn-glycero-3-phosphoethanolamine. CCCCCCCCCCCCCCCC(=O)OC[C@H](COP(=O)([O-])OCC[NH3+])OC(=O)CCCCCCCCCCCCCCC